N-(3,3-difluorocyclobutyl)-8-(4-(dimethylcarbamoyl)piperazin-1-yl)-6-(N-(1-methylcyclopropyl)sulfamoyl)imidazo[1,2-a]pyridine-3-carboxamide FC1(CC(C1)NC(=O)C1=CN=C2N1C=C(C=C2N2CCN(CC2)C(N(C)C)=O)S(NC2(CC2)C)(=O)=O)F